chloro-N-methyl-carbazole ClC1=CC=CC=2C3=CC=CC=C3N(C12)C